8-azabicyclo[3.2.1]oct-2-ene-8-carboxylate C12C=CCC(CC1)N2C(=O)[O-]